FC=1C=C2C3=C(NC2=C(C1)NC)N=C(N=C3N3CC(C3)=C(CO)CC)OC=3C=NC=1N(C3)N=CC1 2-(1-(6-fluoro-8-(methylamino)-2-(pyrazolo[1,5-a]pyrimidin-6-yloxy)-9H-pyrimido[4,5-b]indol-4-yl)azetidin-3-ylidene)butan-1-ol